CC1=CC2=C(C(N3[C@@H](CO2)C[C@@H](C3)OC3=CC=C2CCC(NC2=C3)=O)=O)C(=C1)N1CCCC1 (2S,11aR)-8-methyl-2-((2-oxo-1,2,3,4-tetrahydroquinolin-7-yl)oxy)-6-(pyrrolidin-1-yl)-2,3,11,11a-tetrahydro-1H,5H-benzo[f]pyrrolo[2,1-c][1,4]oxazepin-5-one